CN1N=CC(=C1)C=1C=NC=2N(C1)C=C(N2)C2=C(C=CC=C2)O 2-[6-(1-methylpyrazole-4-yl)imidazo[1,2-a]pyrimidin-2-yl]phenol